C1(=CC=CC=C1)P(=O)(C1C(CCCC1)=O)C1=CC=CC=C1 2-(diphenylphosphinyl)cyclohexan-1-one